NC1=C2NC(N(C2=NC(=N1)OCCCC)CC1=CC=C(C=C1)CN1CCC(CC1)C1CCN(CC1)C(=O)C1=NC=C(N=C1)N)=O 6-amino-9-(4-((1'-(5-aminopyrazine-2-carbonyl)-4,4'-bipiperidin-1-yl)methyl)benzyl)-2-butoxy-7H-purin-8(9H)-one